Cl.CN1N=NC(=C1)N1CCNCC1 1-(1-methyl-1H-1,2,3-triazol-4-yl)piperazine hydrochloride